4-(methylsulfonimidoyl)aniline CS(=O)(=N)C1=CC=C(N)C=C1